FCCOCC=1C=C2C=C(NC2=C(C1)[N+](=O)[O-])C1=CC=CC=C1 5-((2-fluoroethoxy)methyl)-7-nitro-2-phenyl-1H-indole